(4-(tert-butyldiphenylsiloxy)phenethylamino)-3-nitrobenzonitrile O([Si](C1=CC=CC=C1)(C1=CC=CC=C1)C(C)(C)C)C1=CC=C(CCNC2=C(C#N)C=CC=C2[N+](=O)[O-])C=C1